6-chloro-3-((methyl-d3)amino)pyridinecarboxamide ClC1=CC=C(C(=N1)C(=O)N)NC([2H])([2H])[2H]